1,2,7-naphthalenetriol C=1(C(=CC=C2C=CC(=CC12)O)O)O